NC1=C(C=C(C=C1)N1CCOCC1)C1=CC(=NN1COCC[Si](C)(C)C)C 5-(2-amino-5-morpholino-phenyl)-3-methyl-1-(2-trimethylsilylethoxymethyl)pyrazol